ClC=1C=C(CN2CCCC2)C=CC1 1-(3-chlorobenzyl)pyrrolidin